CC1=CC=C(O1)C1=NN(C=C1C1NC(=NC=2N1C1=C(N2)C=CC=C1)N)C1=CC=CC=C1 4-(3-(5-methylfuran-2-yl)-1-phenyl-1H-pyrazol-4-yl)-3,4-dihydrobenzo[4,5]imidazo[1,2-a][1,3,5]triazin-2-amine